1-(1,1-Dimethyl-ethyl)-3-(1-naphthalenyl)-1H-pyrazolo[3,4-d]pyrimidin-4-amine CC(C)(C)N1N=C(C=2C1=NC=NC2N)C2=CC=CC1=CC=CC=C21